1,3-di(isocyanatomethyl)benzene tert-butyl-4-aminobenzoate C(C)(C)(C)OC(C1=CC=C(C=C1)N)=O.N(=C=O)CC1=CC(=CC=C1)CN=C=O